(2S,4R)-4-(4-bromobenzyl)-2-((R)-4,4-difluoro-2-(methoxycarbonyl)pyrrolidine-1-carbonyl)pyrrolidine-1-carboxylic acid tert-butyl ester C(C)(C)(C)OC(=O)N1[C@@H](C[C@H](C1)CC1=CC=C(C=C1)Br)C(=O)N1[C@H](CC(C1)(F)F)C(=O)OC